4-(4-pyridyloxy)cyclohexanol N1=CC=C(C=C1)OC1CCC(CC1)O